BENZOIMIDAZOLE-5-CARBOXAMIDINE N1=CNC2=C1C=CC(=C2)C(=N)N